C(C)N(CC)CC.P(=O)([O-])(F)F.[Li+].NC=1C2=C(N=CN1)N(C=C2)[C@H]2[C@@H]([C@@H]([C@@]1(C[C@H]21)CCC2=CC=1N(C=C2)C(=CN1)C)O)O (1R,2R,3S,4R,5S)-4-(4-Amino-7H-pyrrolo[2,3-d]pyrimidin-7-yl)-1-(2-(3-methylimidazo[1,2-a]pyridin-7-yl)ethyl)bicyclo[3.1.0]hexane-2,3-diol Lithium difluorophosphate triethylamine salt